N1(CCC1)C/C=C/C(=O)N([C@@H](C)C(=O)OC(C)(C)C)C tert-butyl (E)-N-(4-(azetidin-1-yl)but-2-enoyl)-N-methyl-L-alaninate